4-Chloro-6-(cyclopropanecarboxamido)-N-ethylnicotinamide ClC1=CC(=NC=C1C(=O)NCC)NC(=O)C1CC1